C1(CC1)C=1C=CC=2N(C1)C=C(N2)CNC2=CC(=NC=N2)NC2CCC=1C(=NC=CC12)N N5-(6-(((6-cyclopropylimidazo[1,2-a]pyridin-2-yl)methyl)amino)pyrimidin-4-yl)-6,7-dihydro-5H-cyclopenta[c]pyridine-1,5-diamine